3-bromo-N-[4-fluoro-3-(2-methoxyethoxy)phenyl]-N-methyl-imidazo[1,2-a]pyridine-6-carboxamide BrC1=CN=C2N1C=C(C=C2)C(=O)N(C)C2=CC(=C(C=C2)F)OCCOC